2-(2-nitrophenyl)butyric acid [N+](=O)([O-])C1=C(C=CC=C1)C(C(=O)O)CC